(E)-3,7-dimethyloct-5-ene-1,7-diol CC(CCO)C\C=C\C(C)(O)C